tert-butyl 5-fluoro-8-(2-fluoro-4-methoxycarbonyl-5-morpholin-4-ylphenyl)-2,4-dihydro-1,3-benzoxazine-3-carboxylate FC1=CC=C(C2=C1CN(CO2)C(=O)OC(C)(C)C)C2=C(C=C(C(=C2)N2CCOCC2)C(=O)OC)F